F[C@@H]1[C@@]2(CCC[C@](C[C@H]1C(=C)C1=CC=C(N=N1)C1=C(C=C(C=C1)N1C=NC=C1)O)(N2)C)C 2-(6-(1-((1S,2S,3S,5R)-2-fluoro-1,5-dimethyl-9-azabicyclo[3.3.1]nonan-3-yl)vinyl)pyridazin-3-yl)-5-(1H-imidazol-1-yl)phenol